(±)-cis-N-(8-chloro-6-(1-ethyl-5-methyl-2-oxo-1,2-dihydropyridin-4-yl)isoquinolin-3-yl)-2-fluorocyclopropanecarboxamide ClC=1C=C(C=C2C=C(N=CC12)NC(=O)[C@H]1[C@H](C1)F)C1=CC(N(C=C1C)CC)=O |r|